N-(4-maleimidobutyryloxy)-succinimide C1(C=CC(N1CCCC(=O)ON1C(CCC1=O)=O)=O)=O